2-hydroxy-2-propylpentanoic acid OC(C(=O)O)(CCC)CCC